FC1=CC(=C(N[C@H](C)C=2C=C(C=C3C(N(C(=NC23)N2CCOCC2)C)=O)C)C=C1)N1C[C@H](CCC1)O 8-[(1R)-1-[4-fluoro-2-[(3S)-3-hydroxy-1-piperidyl]anilino]ethyl]-3,6-dimethyl-2-morpholino-quinazolin-4-one